C(C)(=O)N1CCN(CC1)C1=C(C=C(C(=C1)OC)NC1=NC=NC(=C1)N1OCC[C@@H]1C1=CC(=C(C=C1)Cl)Cl)NC(C=C)=O N-(2-(4-acetylpiperazine-1-yl)-5-((6-((R)-3-(3,4-dichlorophenyl)isoxazolidine-2-yl)pyrimidine-4-yl)amino)-4-methoxyphenyl)acrylamide